tert-Butyl 4-((((2S*,4R*)-2-methyl-1-propionyl-1,2,3,4-tetrahydroquinolin-4-yl)amino)methyl)piperidine-1-carboxylate C[C@@H]1N(C2=CC=CC=C2[C@@H](C1)NCC1CCN(CC1)C(=O)OC(C)(C)C)C(CC)=O |o1:1,9|